CN(S(=O)(=O)C)C1=NC=CN=C1CNC1=NC(=NC=C1C(F)(F)F)NC1=CC=C(C=C1)N1CCNCC1 N-methyl-N-(3-(((2-((4-(piperazin-1-yl)phenyl)amino)-5-(trifluoromethyl)pyrimidin-4-yl)amino)methyl)pyrazin-2-yl)methanesulfonamide